4-(2-(3-((5-chloro-1-methyl-1H-pyrazol-4-yl)oxy)azetidin-1-yl)-7-methyl-8-oxo-6-(trifluoromethyl)-7,8-dihydropyrimido[5,4-d]pyrimidin-4-yl)-3-fluorobenzonitrile ClC1=C(C=NN1C)OC1CN(C1)C=1N=C(C2=C(N1)C(N(C(=N2)C(F)(F)F)C)=O)C2=C(C=C(C#N)C=C2)F